(rac)-trans-6-isopropoxy-2-(1-methyl-2-oxabicyclo[2.1.1]hex-4-yl)-N-(1-(2-methylcyclopropyl)-2-oxo-1,2-dihydropyridin-3-yl)-2H-pyrazolo[3,4-b]pyridine-5-carboxamide C(C)(C)OC=1C(=CC=2C(N1)=NN(C2)C21COC(C2)(C1)C)C(=O)NC=1C(N(C=CC1)[C@H]1[C@@H](C1)C)=O |r|